1-(4-(6-chloro-8-fluoro-2-(2-hydroxyethyl-amino)-7-(5-methyl-1H-indazol-4-yl)quinazolin-4-yl)piperazin-1-yl)prop-2-en-1-one ClC=1C=C2C(=NC(=NC2=C(C1C1=C2C=NNC2=CC=C1C)F)NCCO)N1CCN(CC1)C(C=C)=O